C(C1=CC=CC=C1)N1C(=NC=2C1=NC=CC2OC2(CCC2)C)C2=C(C=C(C=C2)OCCN2CCNCC2)Cl 3-benzyl-2-(2-chloro-4-(2-(piperazin-1-yl)ethoxy)phenyl)-7-(1-methylcyclobutoxy)-3H-imidazo[4,5-b]pyridine